oxo-acrylamide O=C=CC(=O)N